1-(difluoromethyl)cyclopropane-1-sulfonamide FC(C1(CC1)S(=O)(=O)N)F